N'-(5-chloropyrazin-2-yl)-2-(4-(5-methyl-3-(trifluoromethyl)-1H-pyrazol-1-yl)phenyl)acetohydrazide ClC=1N=CC(=NC1)NNC(CC1=CC=C(C=C1)N1N=C(C=C1C)C(F)(F)F)=O